FC(C=1C(=C(C=CC1)[C@@H](C)NC(=O)C=1C=C(C=C2C=NNC12)C1CCNCC1)F)F N-[(1R)-1-[3-(difluoromethyl)-2-fluoro-phenyl]ethyl]-5-(4-piperidyl)-1H-indazole-7-carboxamide